N-(4-chloro-3-(2H-1,2,3-triazol-2-yl)phenyl)-3-methyl-1-(5-methyl-1,3,4-oxadiazol-2-yl)-6-azabicyclo[3.1.1]heptane-6-carboxamide ClC1=C(C=C(C=C1)NC(=O)N1C2CC(CC1(C2)C=2OC(=NN2)C)C)N2N=CC=N2